BrC=1C=C2C(C(NC2=CC1)C1OCCOC1)(C1=CC=CC=C1)C1=CC=CC=C1 5-bromo-2-(1,4-dioxane-2-yl)-3,3-diphenyl-indoline